dimethyl-tetrahydroxybenzenealdehyde CC(=O)C1=C(C(=C(C(=C1C)O)O)O)O